2-methyl-4-(1-naphthyl)indenyllithium CC=1C(C2=CC=CC(=C2C1)C1=CC=CC2=CC=CC=C12)[Li]